ClC=1C=C2CC(N(C2=CC1)CC(=O)NC1=CC(=CC=C1)O)=O 2-(5-chloro-2-oxo-2,3-dihydro-1H-indol-1-yl)-N-(3-hydroxyphenyl)acetamide